CC(CC(C)=O)(C)S 4-methyl-4-mercapto-2-pentanone